(2S,11aR)-6-(cyclopentyloxy)-2-((2-oxo-1,2,3,4-tetrahydro-1,6-naphthyridin-7-yl)oxy)-2,3,11,11a-tetrahydro-1H,5H-benzo[f]pyrrolo[2,1-c][1,4]oxazepin-5-one C1(CCCC1)OC1=CC=CC2=C1C(N1[C@@H](CO2)C[C@@H](C1)OC1=NC=C2CCC(NC2=C1)=O)=O